3-phenyl-2-(pyridin-3-ylamino)quinazolin-4(3H)-one C1(=CC=CC=C1)N1C(=NC2=CC=CC=C2C1=O)NC=1C=NC=CC1